butenyl isothiocyanate CC/C=C/N=C=S